(19R)-3-cyclobutyl-16-fluoro-10,19-dimethyl-20-oxa-3,4,9,10,11,23-hexaazapentacyclo[19.3.1.02,6.08,12.013,18]pentacosa-1(24),2(6),4,8,11,13,15,17,21(25),22-decaen-22-amine C1(CCC1)N1C=2C3=CN=C(C(O[C@@H](C4=CC(=CC=C4C4=NN(N=C4CC2C=N1)C)F)C)=C3)N